FC1=CC=C(C(=C1[C@@H]([C@@H](C=1OC(NN1)=O)NS(=O)(=O)N1CCC(CC1)C(=O)NC)C)C)C 1-(N-((1S,2S)-2-(6-fluoro-2,3-dimethylphenyl)-1-(5-oxo-4,5-dihydro-1,3,4-oxadi-azol-2-yl)propyl)sulfamoyl)-N-methyl-piperidine-4-carboxamide